(R)-2-(3-fluoro-5-isopropyl-2-(trifluoromethoxy)phenyl)-2-((R)-3-(methyl(5-(5,6,7,8-tetrahydro-1,8-naphthyridin-2-yl)pentyl)amino)pyrrolidin-1-yl)acetic acid FC=1C(=C(C=C(C1)C(C)C)[C@H](C(=O)O)N1C[C@@H](CC1)N(CCCCCC1=NC=2NCCCC2C=C1)C)OC(F)(F)F